C1(CC1)N1N=NC=C1 1-cyclopropyl-1H-1,2,3-triazole